C(C1=CC=CC=C1)N1C[C@@H](CCC1)NC1=NC=C2N=C(N(C2=N1)C1CCC(CC1)C(=O)N)NC1=C(C=C(C=C1Cl)C(F)(F)F)Cl (1S,4s)-4-(2-((R)-1-benzylpiperidin-3-ylamino)-8-(2,6-dichloro-4-(trifluoromethyl)phenylamino)-9H-purin-9-yl)cyclohexanecarboxamide